C(C)C1(OC(C2=CC=CC=C12)(C1=CC=C(C=C1)Cl)CCCN(CC(=O)O)C)CC N-[3-(3,3-Diethyl-1-(4-chloro-phenyl)-1,3-dihydro-isobenzofuran-1-yl)-propyl]-N-methylglycine